C(C)(C)(C)OC(=O)NC1=CC=C(C(=O)C2=CC(=C(C(=O)OC)C=C2)C)C=C1 methyl 4-(4-((tert-butoxycarbonyl)amino)-benzoyl)-2-methylbenzoate